C1OC=2C(=CC3=C(C=CC4=C5C=CC(=C(C5=C[N+](=C34)C)O)OC)C2)O1 2,3-(methylenedioxy)-5-methyl-7-hydroxy-8-methoxybenz[c]-phenanthridinium